C(C1=CC=CC=C1)OC1=CC(=C(C=C1F)C1=CC=C2C(=NN(C2=C1)COCC[Si](C)(C)C)C1=NC2=C(N1COCC[Si](C)(C)C)CNC2)CC 6-(4-(benzyloxy)-2-ethyl-5-fluorophenyl)-1-((2-(trimethylsilyl)ethoxy)methyl)-3-(1-((2-(trimethylsilyl)ethoxy)methyl)-1,4,5,6-tetrahydropyrrolo[3,4-d]imidazol-2-yl)-1H-indazole